(4-((3-(4-methoxyphenyl)imidazo[1,2-a]pyrazin-8-yl)amino)-2-methylphenyl)(morpholine) COC1=CC=C(C=C1)C1=CN=C2N1C=CN=C2NC2=CC(=C(C=C2)N2CCOCC2)C